4-[4-(dimethylamino)butyl]-2-fluorophenol CN(CCCCC1=CC(=C(C=C1)O)F)C